CS(=O)(=O)N1C[C@H]([C@@H](CC1)NC1=NN2C(C=N1)=CC=C2C=2C=1N(C=CC2)C=NN1)O (3R,4R)-1-methanesulfonyl-4-[(7-{[1,2,4]triazolo[4,3-a]pyridin-8-yl}pyrrolo[2,1-f][1,2,4]triazin-2-yl)amino]piperidin-3-ol